CP(SCCC[Si](OCC)(OCC)OCC)(OCCC[Si](OCC)(OCC)OCC)=S bis-(3-triethoxysilyl-1-propyl) methyldithiophosphonate